2-((3-chloro-4-((3-iodo-1-(4-methoxybenzyl)-1H-pyrazolo[3,4-b]pyridin-4-yl)oxy)phenyl)carbamoyl)-6-(4-fluorophenyl)pyridine-1-oxide ClC=1C=C(C=CC1OC1=C2C(=NC=C1)N(N=C2I)CC2=CC=C(C=C2)OC)NC(=O)C2=[N+](C(=CC=C2)C2=CC=C(C=C2)F)[O-]